3-(2-(2,2-dimethylbenzo[d][1,3]dioxol-5-yl)ethyl)isoxazole CC1(OC2=C(O1)C=CC(=C2)CCC2=NOC=C2)C